BrC1=C(C=C2C=CN(C2=C1)S(=O)(=O)C1=CC=CC=C1)Cl 6-bromo-5-chloro-1-(phenylsulfonyl)-1H-indole